BrC=1C2(C3=CC=C(C=C3C1)OC)CCC(CC2)(C(=O)N)NC2=CC(=CC=C2)Cl (1s,4s)-2'-bromo-4-(3-chloroanilino)-5'-methoxyspiro[cyclohexane-1,1'-indene]-4-carboxamide